CN1CCN(CC1)C1=C2C(=NC=C1)N(C=C2)CC(=O)NC2=NC=C(C=C2)C2=NC=CN=C2 2-[4-(4-methylpiperazin-1-yl)pyrrolo[2,3-b]pyridin-1-yl]-N-(5-pyrazin-2-yl-2-pyridyl)acetamide